Methyl (S)-4-[(S)-3-methyl-1-({4-[2-(1-pyrrolidinyl)ethyl]-1-piperidyl}carbonyl)butyl]-2-isobutyl-3-oxo-1-piperazinecarboxylate CC(C[C@@H](C(=O)N1CCC(CC1)CCN1CCCC1)N1C([C@@H](N(CC1)C(=O)OC)CC(C)C)=O)C